OC=1C=C(C=C(C(=O)OC)C#N)C=CC1O methyl 3,4-dihydroxy-α-cyanocinnamate